1-bromo-5-methoxy-2,3-dimethylbenzene BrC1=C(C(=CC(=C1)OC)C)C